C(=CCCCCCCCCCCCCCCCCC)S(=O)(=O)OCC(C)C Isobutyl (10Z)-nonadecenesulfonate